N-methyl-3-(4-(2-(trifluoromethyl)phenyl)piperidine-1-carbonyl)-4,6-dihydropyrrolo[3,4-c]pyrazole-5(1H)-carboxamide CNC(=O)N1CC=2NN=C(C2C1)C(=O)N1CCC(CC1)C1=C(C=CC=C1)C(F)(F)F